COC=1C(=C(C=CC1)[C@H]1N(CCC1=O)C(=O)OC(C)(C)C)C tert-Butyl (2R)-2-(3-methoxy-2-methyl-phenyl)-3-oxo-pyrrolidine-1-carboxylate